C1(CC1)N1N=CC(=C1)[C@H]1CN(C[C@H](O1)C)C=1N=C(C2=C(N1)N=C(C(=C2)C)C)N2C=CC=C2 (2S,6R)-2-(1-cyclopropyl-pyrazol-4-yl)-4-(6,7-dimethyl-4-pyrrol-1-yl-pyrido[2,3-d]pyrimidin-2-yl)-6-methyl-morpholine